(R)-7-(2-((2-cyclopropyl-6-(3-methylpiperazin-1-yl)pyridin-3-yl)amino)-5-(trifluoromethyl)pyrimidin-4-yl)-4-(oxetan-3-yl)-3,4-dihydrothieno[2,3-f][1,4]thiazepin-5(2H)-one 1,1-dioxide C1(CC1)C1=NC(=CC=C1NC1=NC=C(C(=N1)C1=CC2=C(C(N(CCS2(=O)=O)C2COC2)=O)S1)C(F)(F)F)N1C[C@H](NCC1)C